tert-butyl (R)-3-((methylsulfonyloxy)ethyl)pyrrolidine-1-carboxylate CS(=O)(=O)OCC[C@@H]1CN(CC1)C(=O)OC(C)(C)C